N-{3-[(2-aminopyrimidin-5-yl)ethynyl]-2,4-difluorophenyl}-5-chloro-2-methoxypyridine-3-carboxamide NC1=NC=C(C=N1)C#CC=1C(=C(C=CC1F)NC(=O)C=1C(=NC=C(C1)Cl)OC)F